2-(3'-tert-Butyl-2'-hydroxy-5'-methylphenyl)-5-chloro-benzotriazol C(C)(C)(C)C=1C(=C(C=C(C1)C)N1N=C2C(=N1)C=CC(=C2)Cl)O